Methyl (2S)-2-[[(2S)-2-amino-4-methyl-pentanoyl]amino]-3-(3-methylimidazol-4-yl)propanoate N[C@H](C(=O)N[C@H](C(=O)OC)CC=1N(C=NC1)C)CC(C)C